tripentyl acetylcitrate C(C)(=O)C(C(=O)OCCCCC)C(O)(C(=O)OCCCCC)CC(=O)OCCCCC